C(C)(=O)OC1CC2CC[C@H]3[C@@H]4CC(C([C@@]4(C)CC[C@@H]3[C@]2(CC1N1CCCCC1)C)OC(CCC)=O)[N+]1(CCCCC1)C 1-(3-Acetyloxy-17-(1-oxobutoxy)-2-(1-piperidinyl)-androstan-16-yl)-1-methylpiperidinium